Bromo-toluene BrCC1=CC=CC=C1